C1CCC2=C(C=3CCCC3C=C12)NC(=O)N=S(=O)(N)C=1C=NN2C1NCCC2 N'-((1,2,3,5,6,7-hexahydro-s-indacen-4-yl)carbamoyl)-4,5,6,7-tetrahydropyrazolo[1,5-a]pyrimidine-3-sulfonimidamide